N-methyl-N-(2-{[4-(3-phenyl-1H-pyrrolo[3,2-b]pyridin-2-yl)pyridin-3-yl]oxy}ethyl)ethenesulfonamide CN(S(=O)(=O)C=C)CCOC=1C=NC=CC1C1=C(C2=NC=CC=C2N1)C1=CC=CC=C1